C(O[C@@H](COC1=CC=C(C=C1)C1=C(C(=NC(=C1C#N)SCC1=NC=CC=C1)NC)C#N)C)([2H])([2H])[2H] (R)-4-(4-(2-(methoxy-d3)propoxy)phenyl)-2-(methylamino)-6-((pyridin-2-ylmethyl)thio)pyridine-3,5-dicarbonitrile